5-acetamido-3,5-dideoxy-3-fluoro-D-erythro-α-L-manno-non-2-ulopyranosonate C(C)(=O)N[C@@H]1[C@H]([C@H]([C@](C(=O)[O-])(O)O[C@H]1[C@H](O)[C@H](O)CO)F)O